O[C@H](C)[C@H]1CC[C@H]2[C@@H]3C=CC4=CC(CC[C@]4(C)[C@H]3CC([C@]12C)=O)=O 20R-hydroxypregna-4,6-diene-3,12-dione